FC(C(OC(C(F)(F)F)(F)F)(F)F)(F)F perfluoro(2-ethoxyethane)